(3,4-dihydroxyphenyl)ethan-1-one O-(3-(5-methyl-1,2,4-oxadiazol-3-yl)benzyl) oxime CC1=NC(=NO1)C=1C=C(CON=C(C)C2=CC(=C(C=C2)O)O)C=CC1